S1C(=NC2=C1C=CC=C2)C(CC2=CC(=CC=C2)C(N)=N)NS(=O)(=O)C=2C=C(C=CC2)NC(=O)C2=CN=CO2 N-[3-[[1-(1,3-benzothiazol-2-yl)-2-(3-carbamimidoylphenyl)ethyl]sulfamoyl]phenyl]oxazole-5-carboxamide